1-fluoro-2-iodo-3-methyl-benzene FC1=C(C(=CC=C1)C)I